tetraethyl (((2-(3-(cyclohexanecarboxamido)phenyl)thieno[2,3-d]pyrimidin-4-yl)amino)methylene)bis(phosphonate) C1(CCCCC1)C(=O)NC=1C=C(C=CC1)C=1N=C(C2=C(N1)SC=C2)NC(P(OCC)(OCC)=O)P(OCC)(OCC)=O